C(C)(C)(C)NC=1C=CC2=C(C(N(CCC2)C([2H])([2H])[2H])=O)N1 2-(tert-butylamino)-8-(methyl-d3)-5,6,7,8-tetrahydro-9H-pyrido[2,3-c]azepin-9-one